NC=1C(=C(\C=C/2\C(NCC2)=O)C=CC1[N+](=O)[O-])F (E)-3-(3-amino-2-fluoro-4-nitrobenzylidene)pyrrolidin-2-one